methyl 3-fluoro-5-[3-(piperidine-1-carbonyl)pyrazolo[1,5-a]pyridin-7-yl]pyridine-2-carboxylate FC=1C(=NC=C(C1)C1=CC=CC=2N1N=CC2C(=O)N2CCCCC2)C(=O)OC